1,2-difluoroethanol FC(CF)O